C(C)(C)(C)C1=CC=C(C=C1)NNC1=CC=C(C=C1)C(C)(C)C 1,2-Bis(4-(tert-butyl)phenyl)hydrazine